NC1=C(C(=CC=C1F)F)NC(=O)C1=NON=C1C N-(2-amino-3,6-difluoro-phenyl)-4-methyl-1,2,5-oxadiazole-3-carboxamide